ClC1=NC(=C(C=2N=C(N=C(C21)N(CCO)CCO)SC)F)Cl 2,2'-((5,7-dichloro-8-fluoro-2-(methylthio)pyrido[4,3-d]pyrimidin-4-yl)azanediyl)bis(ethan-1-ol)